2-(2-(6-ethyl-4,4-dimethylcyclohex-1-en-1-yl)ethyl)-1,3-dioxolane C(C)C1CC(CC=C1CCC1OCCO1)(C)C